(1-methylcyclobutyl)pyrrolidin CC1(CCC1)N1CCCC1